[Cl-].[Cl-].Cl[Zr](C1C=CC=C1)(C1C=CC=C1)Cl dichlorobis(cyclopentadienyl)zirconium dichloride